2-amino-6-bromo-1-(4-fluoro-3-hydroxy-2,6-dimethylphenyl)-5-methyl-1H-pyrrole NC=1N(C(=CC1)C)C1C(=C(C(=CC1(C)Br)F)O)C